(S)-2-((1-(2-(4,4-dimethylpiperidin-1-yl)-6-methyl-4-oxo-4H-chromen-8-yl)ethyl)amino)benzoic acid CC1(CCN(CC1)C=1OC2=C(C=C(C=C2C(C1)=O)C)[C@H](C)NC1=C(C(=O)O)C=CC=C1)C